8Z-tetradecadienal C(C=CC=CCCCCCCCCC)=O